triethanolamine hydrofluoride salt F.N(CCO)(CCO)CCO